C(C)(C)(C)OC([C@H](CCC(CO)=O)N)=O (2S)-2-amino-6-hydroxy-5-oxohexanoic acid tert-butyl ester